1-(2,3-dihydro-1H-inden-5-yl)ethan-1-ol C1CCC2=CC(=CC=C12)C(C)O